FC(C1=NN=C(O1)C=1C=CC(=NC1)CN1C(N(C2=C1C=C(C(=C2)C2=C1C=CNC1=CC=C2)F)CC2CCN(CC2)C2COC2)=O)F 1-((5-(5-(difluoromethyl)-1,3,4-oxadiazole-2-yl)pyridine-2-yl)methyl)-6-fluoro-5-(1H-indole-4-yl)-3-((1-(oxetan-3-yl)piperidine-4-yl)methyl)-1,3-dihydro-2H-benzo[d]imidazole-2-one